COC=1C=C(\C=C/2\C(N(C(C2)=O)CCCCCCC(=O)O)=O)C=CC1OC.C(CCC)C1=CC=C(C=C1)CC(=O)N 2-(4-butylphenyl)acetamide (E)-7-(3-(3,4-dimethoxybenzylidene)-2,5-dioxopyrrolidinyl)heptanoate